C(CCCCCCC\C=C/CCCCCCCC)(=O)OC[C@@H](O)COP(=O)(O)OCCN 1-Oleoyl-sn-glycero-3-phosphoethanolamine